C[C@H]1[C@@H]([C@@H]([C@H]([C@H](O1)O)NC(=O)C)O)NC(=O)C The molecule is an amino sugar that consists of beta-L-altropyranose having the hydroxy groups at positions 2 and 4 replaced by acetamido groups. It is an amino sugar and a trideoxyhexose derivative.